1-(3-(2-((3r,5r,7r)-adamantan-1-yl)acetoxy)-2-((((3-(diethylamino)propoxy)carbonyl)oxy)methyl)propyl) 7-dodecyl Heptanedioate C(CCCCCC(=O)OCCCCCCCCCCCC)(=O)OCC(COC(CC12CC3CC(CC(C1)C3)C2)=O)COC(=O)OCCCN(CC)CC